C1(=CC=CC=C1)C1=CC(=CC=C1)C1=CC=CC=C1 1,3-Diphenylbenzene